SCCSC1(C(C(C(C(=C1)SCCS)O)(O)SCCS)(O)SCCS)O 1,2,3,5-tetrakis(2-mercaptoethylthio)benzenetetrakisol